(4-bromobenzyl)-2-oxoindoline-4-carboxamide BrC1=CC=C(CN2C(CC=3C(=CC=CC23)C(=O)N)=O)C=C1